C\C(=C/CC1=C(C(=C(C(=C1C)O)OC)OC)O)\CC\C=C(\CC\C=C(\CC\C=C(\CC\C=C(\CC\C=C(\CC\C=C(\CC\C=C(\CC\C=C(\CCC=C(C)C)/C)/C)/C)/C)/C)/C)/C)/C 2-[(2E,6E,10E,14E,18E,22E,26E,30E,34E)-3,7,11,15,19,23,27,31,35,39-decamethyltetraconta-2,6,10,14,18,22,26,30,34,38-decaenyl]-5,6-dimethoxy-3-methylbenzene-1,4-diol